N-Heptyl-N',N'-dimethylurea C(CCCCCC)NC(=O)N(C)C